FC1=C(C=C2C(=C(N(C2=C1)C1=CC(=C(C=C1)F)C)C(C)C)/C=C/C(=O)OCC)OC Ethyl (E)-3-[6-fluoro-1-(4-fluoro-3-methyl-phenyl)-2-isopropyl-5-methoxy-indol-3-yl]prop-2-enoate